C[NH+](C1=C(C=CC=C1)C)C N,N,2-trimethylanilinium